tellurophen [Te]1C=CC=C1